C(C1=CC=CC=C1)N(C1(C(OC1)C)C)CC1=CC=CC=C1 N,N-dibenzyl-2,3-dimethyloxetan-3-amine